ClN1N=CC2=CC(=CC=C12)[N+](=O)[O-] chloro-5-nitro-1H-indazole